methyl-isothiourea CNC(S)=N